CN1CC(CC1=O)NC1=C(C=C(C=C1)S(=O)(=O)NC(C1=C(C=CC=C1)OC=1C=C2C(=NC1)NC=C2)=O)[N+](=O)[O-] N-({4-[(1-methyl-5-oxopyrrolidin-3-yl)amino]-3-nitrophenyl}sulfonyl)-2-(1H-pyrrolo[2,3-b]pyridin-5-yloxy)benzamide